O1N=C(C=C1)C[C@H](CC(C)C)NC(OC(C)(C)C)=O tert-butyl (S)-(1-(isoxazol-3-yl)-4-methylpentan-2-yl)carbamate